2,2-di-(p-hydroxyphenyl)-propane dimethacrylate C(C(=C)C)(=O)O.C(C(=C)C)(=O)O.OC1=CC=C(C=C1)C(C)(C)C1=CC=C(C=C1)O